5-(8-Oxo-3-azabicyclo[3.2.1]octane-3-yl)pyrazolo[1,5-a]pyrimidine O=C1C2CN(CC1CC2)C2=NC=1N(C=C2)N=CC1